C(C)(C)(C)C1CCC(CC1)C(=O)O 4-(tert-butyl)cyclohexanecarboxylic acid